(3',5'-diphenyl-1,1':2',1''-terphenyl-3''-yl)-(4'-naphthalen-1-yl-biphenyl-4-yl)-phenyl-amine C1(=CC=CC=C1)C1=C(C(=CC(=C1)C1=CC=CC=C1)C1=CC=CC=C1)C1=CC(=CC=C1)N(C1=CC=CC=C1)C1=CC=C(C=C1)C1=CC=C(C=C1)C1=CC=CC2=CC=CC=C12